6-bromo-2-(4-(difluoromethylene)piperidin-1-yl)nicotinoyl chloride BrC1=NC(=C(C(=O)Cl)C=C1)N1CCC(CC1)=C(F)F